azetidin-1-yl-isoindoline-1,3-dione N1(CCC1)N1C(C2=CC=CC=C2C1=O)=O